C(C([2H])([2H])[2H])(N1N=CC=C1C(=O)O)([2H])[2H] 1-(ethyl-d5)-1H-pyrazole-5-carboxylic acid